BrC=1C=C(C=CC1)C1=CC=C(S1)CC1(NC(=NC=C1)NCC(C)C)N 4-((5-(3-bromophenyl)-2-thienyl)methyl)-N2-isobutyl-2,4-pyrimidinediamine